indol-3-ol N1C=C(C2=CC=CC=C12)O